7-[4-[2-(2,6-dioxo-3-piperidyl)-1-oxo-isoindolin-5-yl]piperazin-1-yl]heptanoic acid O=C1NC(CCC1N1C(C2=CC=C(C=C2C1)N1CCN(CC1)CCCCCCC(=O)O)=O)=O